Acetic acid 2-pentylsulfanyl-phenyl ester C(CCCC)SC1=C(C=CC=C1)OC(C)=O